ClC1=CC=C(C(=N1)C(=O)O)N[C@H](C)C1=C2N=C(C(=NC2=CC(=C1)C(F)(F)F)C#N)N1CCC(CC1)(F)F (R)-6-chloro-3-((1-(2-cyano-3-(4,4-difluoropiperidin-1-yl)-7-(trifluoromethyl)quinoxalin-5-yl)ethyl)amino)picolinic acid